3-chloro-2-(difluoromethoxy)-5,6,7,8-tetrahydronaphthalene-1-carboxylic acid ClC=1C(=C(C=2CCCCC2C1)C(=O)O)OC(F)F